FC(COC1CC(N(CC1)CC1=C2C=CNC2=C(C=C1OC)C)C1=CC=C(C(=O)O)C=C1)F 4-(4-(2,2-difluoroethoxy)-1-((5-methoxy-7-methyl-1H-indol-4-yl)methyl)piperidin-2-yl)benzoic acid